2-[(4-isopropylphenoxy)methyl] ethylene oxide C(C)(C)C1=CC=C(OCC2CO2)C=C1